triethylpropylammonium bis(trifluoromethanesulfonyl)imide [N-](S(=O)(=O)C(F)(F)F)S(=O)(=O)C(F)(F)F.C(C)[N+](CCC)(CC)CC